ClC=1C=C2C(=CC(=NC2=CC1)C(F)(F)F)N[C@@H]1C[C@@H](CCC1)NC(=O)C=1C(=NN(C1)CC)C(F)F N-[(1R,3S)-3-{[6-chloro-2-(trifluoromethyl)quinolin-4-yl]amino}cyclohexyl]-3-(difluoromethyl)-1-ethyl-1H-pyrazole-4-carboxamide